CC1CCC(C(C1)=O)=C(C)C 5-methyl-2-propan-2-ylidenecyclohexan-1-one